CC=1C(=NC(=CN1)C)CC1=C(C#N)C=CC=C1 2-((3,6-dimethylpyrazin-2-yl)methyl)benzonitrile